tert-butyl (3R)-3-[[4-[[2-amino-6-(methoxymethyl)phenyl]methoxy]phenoxy]methyl]pyrrolidine-1-carboxylate NC1=C(C(=CC=C1)COC)COC1=CC=C(OC[C@H]2CN(CC2)C(=O)OC(C)(C)C)C=C1